NCC(=O)NC1=C(C(=O)N[C@H](C)C2=CC=CC3=CC=CC=C23)C(=CC=C1)COCCC (R)-2-(2-aminoacetamido)-N-(1-(naphthalen-1-yl)ethyl)-6-(propoxymethyl)benzamide